C(C(C)C)OC(CC1=CC=CC=C1)=O Phenylacetic acid isobutyl ester